C(C)(C)C=1OC(=NN1)N1[C@H](C2=C(CC1)NC=N2)C2=NN1C(C(=CC=C1)C(F)(F)F)=C2 (R)-2-isopropyl-5-(4-(4-(trifluoromethyl)pyrazolo[1,5-a]pyridin-2-yl)-1,4,6,7-tetrahydro-5H-imidazo[4,5-c]pyridin-5-yl)-1,3,4-oxadiazole